(S)-2-((R)-2-((S)-2-((S)-2-amino-3-(1-benzhydryl-1H-imidazol-4-yl)propionamido)-6-octanoylaminohexanamido)-3-(p-tolyl)propionamido)-3-(4-hydroxy-3,5-dinitrophenyl)propionic acid N[C@H](C(=O)N[C@H](C(=O)N[C@@H](C(=O)N[C@H](C(=O)O)CC1=CC(=C(C(=C1)[N+](=O)[O-])O)[N+](=O)[O-])CC1=CC=C(C=C1)C)CCCCNC(CCCCCCC)=O)CC=1N=CN(C1)C(C1=CC=CC=C1)C1=CC=CC=C1